CS(=O)(=O)NC1=CC=C(C(=O)O)C=C1 4-(methylsulfonamido)benzoic acid